1-(1-isoquinolinyl)ethanone C1(=NC=CC2=CC=CC=C12)C(C)=O